(S)-2-((4-(6-((1-ethyl-1H-indazol-5-yl)Methoxy)pyridin-2-yl)piperidin-1-yl)methyl)-1-(oxetan-2-ylmethyl)-1H-benzo[d]imidazole-6-carboxylic acid tert.Butyl ester C(C)(C)(C)OC(=O)C=1C=CC2=C(N(C(=N2)CN2CCC(CC2)C2=NC(=CC=C2)OCC=2C=C3C=NN(C3=CC2)CC)C[C@H]2OCC2)C1